4-((4,4-difluoropiperidin-1-yl)methyl)-N-(1-(2,6-dioxopiperidin-3-yl)-2-oxo-1,2-dihydrobenzo[cd]indol-6-yl)-3-fluorobenzamide FC1(CCN(CC1)CC1=C(C=C(C(=O)NC=2C=3C4=C(C(N(C4=CC2)C2C(NC(CC2)=O)=O)=O)C=CC3)C=C1)F)F